O1C(NC2=C1C1(COC2)C(NC(CC1)=O)=O)=O 6'H-spiro[piperidine-3,7'-pyrano[3,4-d]oxazole]-2,2',6(3'H)-trione